(6-((2-((2-methoxy-5-(1-methyl-1H-pyrazol-4-yl)-6-(4-methylpiperazin-1-yl)pyridin-3-yl)amino)-7H-pyrrolo[2,3-d]pyrimidin-4-yl)amino)quinoxalin-5-yl)dimethylphosphine oxide COC1=NC(=C(C=C1NC=1N=C(C2=C(N1)NC=C2)NC=2C(=C1N=CC=NC1=CC2)P(C)(C)=O)C=2C=NN(C2)C)N2CCN(CC2)C